(Z)-2-(4-((6-Chloro-7-methyl-1H-indol-3-yl)methylene)-2,5-dioxoimidazolidin-1-yl)-2-(3,4-difluorophenyl)-N-(1,3-dihydroxypropan-2-yl)acetamide ClC1=CC=C2C(=CNC2=C1C)\C=C\1/NC(N(C1=O)C(C(=O)NC(CO)CO)C1=CC(=C(C=C1)F)F)=O